C(C)(=O)O[C@H]([C@@H](COC(C)=O)OC(C)=O)[C@@H]1O[C@@](C[C@@H]([C@H]1NC(COC(C)=O)=O)OC(C)=O)(C(=O)OC)O (1S,2R)-1-((2R,3R,4S,6S)-4-acetoxy-3-(2-acetoxyacetamido)-6-hydroxy-6-(methoxycarbonyl)tetrahydro-2H-pyran-2-yl)propane-1,2,3-triyl triacetate